Oxetan-3-yl 4-methyl-benzene-sulfonate CC1=CC=C(C=C1)S(=O)(=O)OC1COC1